7-methyloct-6-en-1-ol CC(=CCCCCCO)C